15-(2-((2-(((9H-fluoren-9-yl)methoxy)carbonyl)-1,2-dimethylhydrazino)methyl)-1H-indol-1-yl)-2,3-dimethyl-4,7,10,13-tetraoxo-3,6,9,12-tetraazapentadecane-1-oic acid C1=CC=CC=2C3=CC=CC=C3C(C12)COC(=O)N(N(C)CC=1N(C2=CC=CC=C2C1)CCC(NCC(NCC(NCC(N(C(C(=O)O)C)C)=O)=O)=O)=O)C